(E)-4-(3,5-dichloro-4-(3-isopropyl-4-((tetrahydro-2H-pyran-2-yl)oxy)benzyl)phenyl)butane ClC=1C=C(C=C(C1CC1=CC(=C(C=C1)OC1OCCCC1)C(C)C)Cl)CCCC